OC1=C(C=C(C=C1CCC(=C)C)C=CC(CC(C=CC1=CC(=C(C=C1)O)OC)=O)=O)OC 1-(4-hydroxy-3-methoxy-5-isopentenylphenyl)-7-(4-hydroxy-3-methoxyphenyl)-1,6-heptadiene-3,5-dione